C1(=CC=CC=C1)C1NCC2=CC(=CC=C12)C(=O)O phenyl-2,3-dihydro-1H-isoindole-5-carboxylic acid